BrC=1N=C(SC1)C[C@@H](C(=O)N(C)NCC(=O)OCC)NC(=O)OC(C)(C)C ethyl (S)-(3-(4-bromothiazol-2-yl)-2-((tert-butoxycarbonyl)amino)-N-methylpropanamido)glycinate